C(C)S(=O)(=O)C=1C=C(C=NC1C1=NC2=C(N=NC(=C2)C(C(F)(F)F)(F)F)N1C)C(NO)=N 5-(ethanesulfonyl)-N-hydroxy-6-[7-methyl-3-(1,1,2,2,2-pentafluoroethyl)imidazo[4,5-c]pyridazin-6-yl]pyridine-3-carboximidamide